sodium perchlorate Cl(=O)(=O)(=O)[O-].[Na+]